C(C1=CC=CC=C1)[C@H]1COCCC(N1)=O (S)-3-benzyl-1,4-oxazepan-5-one